(E)-1-(Piperidin-1-yl)-4-((1-(((5-((Z)-4,4,4-trifluoro-1-(3-fluoro-1H-indazol-5-yl)-2-phenylbut-1-en-1-yl)pyridin-2-yl)oxy)methyl)cyclopropyl)amino)but-2-en-1-one N1(CCCCC1)C(\C=C\CNC1(CC1)COC1=NC=C(C=C1)\C(=C(\CC(F)(F)F)/C1=CC=CC=C1)\C=1C=C2C(=NNC2=CC1)F)=O